NC=1C=C(C(=O)NC(C(F)(F)F)(C)C)C=C(C1)C1=CC=C(C=C1)Cl 3-amino-5-(4-chlorophenyl)-N-(1,1,1-trifluoro-2-methylpropan-2-yl)-benzamide